(12S)-6-(benzyloxy)-20-nitro-6,18-bis(trifluoromethyl)-10,22-dioxa-3,4,16,21-tetraazatetracyclo[15.3.1.12,5.012,16]Docosa-1(21),2,4,17,19-pentaene C(C1=CC=CC=C1)OC1(C2=NN=C(C=3C(=CC(=C(N4CCC[C@H]4COCCC1)N3)C(F)(F)F)[N+](=O)[O-])O2)C(F)(F)F